CCCCCCCCCCCCC/C=C/[C@H]([C@H](COP(=O)(O)O)NC(=O)CCCCC)O The molecule is a ceramide 1-phosphate in which the ceramide N-acyl group is specified as hexanoyl. It derives from a hexanoic acid. It is a conjugate acid of a N-hexanoylsphingosine 1-phosphate(2-).